C1=CC=CC=2C3=CC=CC=C3N(C12)C1=C(C=CC=C1)NC=1C(=CC=CC1)N N1-(2-(9H-carbazol-9-yl)phenyl)benzene-1,2-diamine